5-[(3-chloro-1-ethyl-1H-pyrazol-4-yl)methyl]-1-(4-fluoro-2-iodophenyl)-3-methyl-1H-pyrazole ClC1=NN(C=C1CC1=CC(=NN1C1=C(C=C(C=C1)F)I)C)CC